N-(1-(azetidin-1-ylmethyl)cyclopropyl)-2-(2,6-difluorophenyl)acetamide N1(CCC1)CC1(CC1)NC(CC1=C(C=CC=C1F)F)=O